CN(C(C(=O)OCC)=C)C ethyl 2-(dimethylamino)-acrylate